2-amino-5-(3-ethyl-2-methyl-1H-pyrrolo[2,3-b]pyridin-5-yl)-N,N-dimethylbenzamide NC1=C(C(=O)N(C)C)C=C(C=C1)C=1C=C2C(=NC1)NC(=C2CC)C